NC1=NC=2C=C(C(=CC2C2=C1CCO2)C(=O)N2[C@H](COCC2)C2=CC=C(C=C2)C(F)(F)F)F (4-amino-7-fluoro-2,3-dihydrofuro[3,2-c]quinolin-8-yl)((3S)-3-(4-(trifluoromethyl)phenyl)-4-morpholinyl)methanone